1-(9-ethyl-2-(3-(1-methyl-1H-pyrazol-3-yl)phenyl)-6-(pyridin-4-yl)-9H-purin-8-yl)ethanone C(C)N1C2=NC(=NC(=C2N=C1C(C)=O)C1=CC=NC=C1)C1=CC(=CC=C1)C1=NN(C=C1)C